BrC1=CC(=CC(=C1)CSC#N)C 1-bromo-3-methyl-5-(thiocyanomethyl)benzene